3-amino-4-(pyridine-2-yl)benzoic acid NC=1C=C(C(=O)O)C=CC1C1=NC=CC=C1